6-ethyl-3-((4-(4-(6-(hydroxyamino)-6-oxohexyl)piperazin-1-yl)-3-methoxyphenyl)amino)-5-((tetrahydro-2H-pyran-4-yl)amino)pyrazine-2-carboxamide C(C)C1=C(N=C(C(=N1)C(=O)N)NC1=CC(=C(C=C1)N1CCN(CC1)CCCCCC(=O)NO)OC)NC1CCOCC1